C1(CC1)C1=NC=NC=C1C1=C(OC2=C(N=CN=N2)N2CC3(C2)CCN(CC3)C(=O)OC(C)(C)C)C=CC(=C1)F tert-butyl 2-{6-[2-(4-cyclopropylpyrimidin-5-yl)-4-fluorophenoxy]-1,2,4-triazin-5-yl}-2,7-diazaspiro[3.5]nonane-7-carboxylate